N-((4-(6-(6-(Difluoromethyl)imidazo[1,2-b]pyridazin-3-yl)pyrimidin-4-yl)-3,6,6-trimethylmorpholin-2-yl)methyl)methanesulfonamide FC(C=1C=CC=2N(N1)C(=CN2)C2=CC(=NC=N2)N2C(C(OC(C2)(C)C)CNS(=O)(=O)C)C)F